rac-3-(difluoromethoxy)-N-(4-(2,5-difluorophenyl)-2-(5,5-difluorotetrahydro-2H-pyran-2-yl)pyridin-3-yl)isoxazole-5-carboxamide FC(OC1=NOC(=C1)C(=O)NC=1C(=NC=CC1C1=C(C=CC(=C1)F)F)[C@@H]1OCC(CC1)(F)F)F |r|